1-[6-(4-tert-Butyl-cyclohexyloxy)-naphthalen-2-ylmethyl]-4-ethyl-piperidin C(C)(C)(C)C1CCC(CC1)OC=1C=C2C=CC(=CC2=CC1)CN1CCC(CC1)CC